FC(C(=O)N1C[C@H](CC1)N(C)C=1C=CC=2N=CN=C(C2N1)NC1=C(C(=C(C=C1)OC1=CC2=C(N(N=N2)C)C=C1)C)F)=C (S)-2-fluoro-1-(3-((4-((2-fluoro-3-methyl-4-((1-methyl-1H-benzo[d][1,2,3]triazol-5-yl)oxy)phenyl)amino)pyrido[3,2-d]pyrimidin-6-yl)(methyl)amino)pyrrolidin-1-yl)prop-2-en-1-one